C(=O)O.N1(CCC1)C[C@H](C)NC(=O)C1=CC(=NN1C)C1=NC(=NC=C1)NC1=CC(=CC=C1)C#N N-[(2S)-1-(azetidin-1-yl)propan-2-yl]-3-{2-[(3-cyanophenyl)amino]pyrimidin-4-yl}-1-methyl-1H-pyrazole-5-carboxamide formate